6-chloro-2,2-dimethyl-3H-benzofuran-5-carbaldehyde ClC1=CC2=C(CC(O2)(C)C)C=C1C=O